(2R,3S,4S,5R,6R)-2-(4-aminophenoxy)-6-(2-(diethoxyphosphoryl)ethyl)tetrahydro-2H-pyran-3,4,5-triyl triacetate C(C)(=O)O[C@@H]1[C@H](O[C@@H]([C@H]([C@@H]1OC(C)=O)OC(C)=O)CCP(=O)(OCC)OCC)OC1=CC=C(C=C1)N